(R)-4-((2-((1-(4-ethyl-1-methyl-1H-pyrazol-3-yl)-2,2-dimethylpropyl)amino)-3,4-dioxocyclobut-1-en-1-yl)amino)-3-hydroxy-N,N-dimethylpyridinecarboxamide C(C)C=1C(=NN(C1)C)[C@@H](C(C)(C)C)NC1=C(C(C1=O)=O)NC1=C(C(=NC=C1)C(=O)N(C)C)O